BrC1=CN=C2C=CC(=NC2=C1)C1=C(N=C2N1C=CC=C2)C2=NC(=C(C=C2)F)C 7-bromo-2-[2-(5-fluoro-6-methyl-2-pyridyl)imidazo[1,2-a]pyridin-3-yl]-1,5-naphthyridine